COC(=O)C1(CN(C1)C(=O)OC(C)(C)C)CC=C 3-allyl-azetidine-1,3-dicarboxylic acid 1-(tert-butyl) ester 3-methyl ester